ClC1=CC2=C([C@@H](OC(OC2)(F)F)[C@H]2O[C@H]([C@@H]([C@@H]2O)O)N2C=CC3=C2N=CN=C3C)C=C1 (2S,3S,4R,5R)-2-((R)-7-chloro-3,3-difluoro-1,5-dihydrobenzo[e][1,3]dioxepin-1-yl)-5-(4-methyl-7H-pyrrolo[2,3-d]pyrimidin-7-yl)tetrahydrofuran-3,4-diol